C(C1=CC=CC=C1)OC1=NC(=CC=C1C1=CC2=C(NC(=N2)N2CCN(CC2)C(=O)OC(C)(C)C)C=C1)OCC1=CC=CC=C1 tert-butyl 4-[5-(2,6-dibenzyloxy-3-pyridyl)-1H-benzimidazol-2-yl]piperazine-1-carboxylate